C(C)(C)(C)C1C(CCCC1)O o-tertbutyl-cyclohexanol